8-(morpholinosulfonyl)quinazoline-4-amine O1CCN(CC1)S(=O)(=O)C=1C=CC=C2C(=NC=NC12)N